O(C1=CC=CC=C1)C1=CC=C(C=C1)C1=NN(C2=NC=NC(=C21)N)C2CCN(CC2)C2CN(C2)C2CCN(CC2)C2CCNCC2 3-(4-Phenoxyphenyl)-1-[1-[1-[1-(4-piperidinyl)-4-piperidinyl]azetidin-3-yl]-4-piperidinyl]pyrazolo[3,4-d]pyrimidin-4-amine